3-(1-Oxo-5-(1,4-dioxa-8-azaspiro[4.5]dec-8-yl)isoindol-2-yl)piperidine O=C1N(CC2=CC(=CC=C12)N1CCC2(OCCO2)CC1)C1CNCCC1